OCCOC(C1=CC=C(C(=O)OCCO)C=C1C1(C(C(=C(C(=C1CC1CO1)CC1CO1)CC1CO1)OC1=CC=C(C=C1)N)CC1CO1)OC1=CC=C(C=C1)N)=O tetraglycidyl-1,3-bis(4-aminophenoxy)benzeneterephthalic acid bis(β-hydroxy-ethyl) ester